4-(6-(3,6-Diazabicyclo[3.1.1]hept-3-yl)pyridin-3-yl)-6-(2-morpholinylethoxy)pyrazolo[1,5-a]pyridine-3-carbonitrile C12CN(CC(N1)C2)C2=CC=C(C=N2)C=2C=1N(C=C(C2)OCCN2CCOCC2)N=CC1C#N